2H-thiopyran-4-sulfonamide 1,1-dioxide S1(CC=C(C=C1)S(=O)(=O)N)(=O)=O